C(#N)[C@H](C[C@H]1C(NC(C1)(C)C)=O)NC(OCC1=CC=CC=C1)=O benzyl N-[(1S)-1-cyano-2-[(3R)-5,5-dimethyl-2-oxo-pyrrolidin-3-yl]ethyl]carbamate